C(CC(C)C)NC(C=C)=O N-isopentyl-acrylamide